N1(CCCCC1)C(=O)C1=NOC(=N1)C1=C(C(=C(C(=C1)F)F)O)F piperidin-1-yl-(5-(2,4,5-trifluoro-3-hydroxyphenyl)-1,2,4-oxadiazol-3-yl)methanone